(±)-N-((3R,4S)-4-((8-((cyclopropylmethyl)amino)-6-(2,6-dichloro-3,5-dimethoxyphenyl)pyrido[3,4-d]pyrimidin-2-yl)amino)tetrahydrofuran-3-yl)acrylamide C1(CC1)CNC1=NC(=CC2=C1N=C(N=C2)N[C@H]2[C@H](COC2)NC(C=C)=O)C2=C(C(=CC(=C2Cl)OC)OC)Cl |r|